C(=C)[Si](C1=CC=C(C=C1)[Si](C)(C)C=C)(C)C 1,4-di(vinyl-dimethyl-silyl)benzene